C(C1=CC=CC=C1)OC=1C2=C(N=C(N1)OCC13CCCN3CCC1)CN(CC2)C2=CC=CC1=CC=CC(=C21)Cl 4-(benzyloxy)-7-(8-chloronaphthalen-1-yl)-2-((hexahydro-1H-pyrrolizin-7a-yl)methoxy)-5,6,7,8-tetrahydropyrido[3,4-d]pyrimidine